P(O)(=O)(OP(=O)(O)OP(=O)(O)O)OC[C@@H]1[C@H](C[C@@H](O1)N1C(=O)N=C(N)C(=C1)CO)O.C(=C)C(O)C1=CC=C(C=C1)C vinyl-(4-methyl-phenyl)methanol 5-Hydroxymethyl-2'-deoxycytidine-5'-Triphosphate